(S)-Dimethyl 2-(3-((S)-1-methoxy-1-oxopropan-2-yl)ureido)pentanedioate COC([C@H](C)NC(N[C@H](C(=O)OC)CCC(=O)OC)=O)=O